tert-butyl ((1-(4-(trifluoromethoxy)phenyl)-1H-pyrazolo[3,4-b]pyridin-3-yl)methyl)carbamate FC(OC1=CC=C(C=C1)N1N=C(C=2C1=NC=CC2)CNC(OC(C)(C)C)=O)(F)F